(S)-2-(benzo[d]thiazol-2-yl)-5-(tert-butyl)-4,5-dihydro-oxazole S1C(=NC2=C1C=CC=C2)C=2O[C@H](CN2)C(C)(C)C